4,5-difluoro-2,2-bis(trifluoroethyl)-1,3-dioxole FC=1OC(OC1F)(CC(F)(F)F)CC(F)(F)F